P(=S)([S-])([O-])[O-].[Zn+2].COC1OCC(O1)CS1S(CCC1)CC1OC(OC1)OC.P(=S)([S-])([O-])[O-].[Zn+2].[Zn+2] 1,2-bis((2-methoxy-1,3-dioxolan-4-yl)methyl)dithiolane zinc dithiophosphate